1,1,2,2-tetrathiol S1SCC=C1